C(C1=CC=CC=C1)SC1=NC(=CC(=C1)C)Br 2-(benzylthio)-6-bromo-4-methylpyridine